3-[[1-(2-methylpropyl)pyrazol-4-yl]methyl]benzonitrile CC(CN1N=CC(=C1)CC=1C=C(C#N)C=CC1)C